ClC1=CC2=C(N=N1)N(C=C2C(F)(F)F)C2CC(C2)(O)C cis-3-[3-chloro-5-(trifluoromethyl)pyrrolo[2,3-c]pyridazin-7-yl]-1-methyl-cyclobutanol